4-amino-N-(3,3-difluoroazetidin-1-yl)-1-methyl-N-((5-(trifluoromethyl)pyridin-2-yl)methyl)-1H-pyrazolo[4,3-c]quinoline-8-carboxamide NC1=NC=2C=CC(=CC2C2=C1C=NN2C)C(=O)N(CC2=NC=C(C=C2)C(F)(F)F)N2CC(C2)(F)F